FC(C1=CC=C(C=C1)N1N=C(C2=CC=CC=C12)C(=O)N1CCN(CC1)C(C=C)=O)(F)F 1-(4-(1-(4-(trifluoromethyl)phenyl)-1H-indazole-3-carbonyl)-piperazin-1-yl)prop-2-en-1-one